BrC1=CC=C(C=C1)N=NC1=CC=CC=C1 1-(4-bromophenyl)-2-phenyldiazene